BrC1=CC(=C(C=C1)SC)OC (4-bromo-2-methoxyphenyl)(methyl)sulfane